tert-Butyl 4-(4-bromo-2-fluorobenzyl)-3-oxopiperazine-1-carboxylate BrC1=CC(=C(CN2C(CN(CC2)C(=O)OC(C)(C)C)=O)C=C1)F